O1C2=C(OC(C1([2H])[2H])([2H])[2H])C=C(C=C2)OC2(CCN(CC2)C=2C(=C(C=1N(N2)C(C=CN1)=O)C)C)[2H] 7-(4-((2,3-dihydrobenzo[b][1,4]dioxin-6-yl-2,2,3,3-d4)oxy)piperidin-1-yl-4-d)-8,9-dimethyl-4H-pyrimido[1,2-b]pyridazin-4-one